4-iodo-1-methyl-pyrazole IC=1C=NN(C1)C